C(C)OC(=O)C1(C(C(=CC1)C1=CC(=CC(=C1)F)F)=O)C 3-(3,5-difluorophenyl)-1-methyl-2-oxocyclopent-3-ene-1-carboxylic acid ethyl ester